DIVINYLBENZOL C(=C)C1=C(C=CC=C1)C=C